tert-butyl ((3R,4R)-1-(5-(3-cyano-6-ethoxypyrazolo[1,5-a]pyridin-4-yl)pyridin-2-yl)-4-(pyridin-2-yloxy)pyrrolidin-3-yl)carbamate C(#N)C=1C=NN2C1C(=CC(=C2)OCC)C=2C=CC(=NC2)N2C[C@H]([C@@H](C2)OC2=NC=CC=C2)NC(OC(C)(C)C)=O